C(C)(C)(C)OC(=O)N1C[C@H](N(CC1)C(C(C)C)=O)C (R)-3-methyl-4-(isobutyryl)piperazine-1-carboxylic acid tert-butyl ester